ClC=1C(=NC=C(C1)F)[C@@H](C)C1CC12N(CCC(C2)C(=O)N)C(=O)C2=NNC(=C2)C2=CC(=NC=C2F)OC ((S)-1-(3-chloro-5-fluoropyridin-2-yl)ethyl)-4-(5-(5-fluoro-2-methoxypyridin-4-yl)-1H-pyrazole-3-carbonyl)-4-azaspiro[2.5]octane-7-carboxamide